8-chloro-N-(3,3-difluorocyclobutyl)-7,9-dimethyl-pyrido[3',2':4,5]thieno[3,2-d]pyrimidin-4-amine dihydrochloride Cl.Cl.ClC1=C(C2=C(SC3=C2N=CN=C3NC3CC(C3)(F)F)N=C1C)C